FC=1C=CN2C(=NN=C(C21)C2=C(C=C(C=C2)C(F)(F)F)O)N[C@]2(CNCCC2)CC 2-(8-fluoro-4-{[(3R)-l-m-ethylpiperidin-3-yl]amino}pyrrolo[1,2-d][1,2,4]triazin-1-yl)-5-(trifluoromethyl)phenol